N1,N1-dimethyl-N4-((1S,2R)-2-(piperazin-1-yl)cyclohexyl)benzene-1,4-disulfonamide CN(S(=O)(=O)C1=CC=C(C=C1)S(=O)(=O)N[C@@H]1[C@@H](CCCC1)N1CCNCC1)C